BrC=1C(=NC(=CC1)N1N=NC(=C1)C)CO (3-bromo-6-(4-methyl-1H-1,2,3-triazol-1-yl)pyridin-2-yl)methanol